CC(=CO[C@H](C(=O)OCCCCCCCC)C)CCCCCCCCC octyl (S)-2-((2-methylundec-1-en-1-yl)oxy)propanoate